5,9,19-eicosatrienoic acid C(CCCC=CCCC=CCCCCCCCCC=C)(=O)O